2-(5-amino-1-(2-cyclopropyl-1H-benzo[d]imidazol-5-yl)-1H-pyrazole-4-carbonyl)-1H-indole-6-carbonitrile NC1=C(C=NN1C1=CC2=C(NC(=N2)C2CC2)C=C1)C(=O)C=1NC2=CC(=CC=C2C1)C#N